2-(6-chloro-1-(tetrahydro-2H-pyran-2-yl)-1H-indazol-4-yl)-N-(4-cyanophenyl)acetamide ClC1=CC(=C2C=NN(C2=C1)C1OCCCC1)CC(=O)NC1=CC=C(C=C1)C#N